FC1(CCN(CC1)C1=NC(=CC(=N1)NC(C1=C(C=C(C=C1N1C[C@H]2C[C@]2(CC1)C)NS(=O)(=O)CCO)F)=O)C)F N-(2-(4,4-difluoropiperidin-1-yl)-6-methylpyrimidin-4-yl)-2-fluoro-4-((2-hydroxyethyl)sulfonamido)-6-((1S,6S)-6-methyl-3-azabicyclo[4.1.0]heptan-3-yl)benzamide